NCCNCCC[Si](OCC)(OCC)OCC N-(beta-aminoethyl)aminopropyltriethoxysilane